NCCC=1C=NC(=NC1)C1=C(OC2=CC(=NN2C)N(C)CC(F)F)C=C(C=C1)F 5-[2-[5-(2-aminoethyl)pyrimidin-2-yl]-5-fluorophenoxy]-N-(2,2-difluoroethyl)-N,1-dimethylpyrazole-3-amine